ClC1=C(C=CC(=C1F)C(F)(F)F)C=1OCC(N1)(C)C 2-[2-chloro-3-fluoro-4-(trifluoromethyl)phenyl]-4,4-dimethyl-5H-oxazole